BrC=1C(=C2C(=NC1)NC(=N2)C2=CC=C(C=C2)N2CC(N(CC2)CCOC)=O)NC2CCN(CC2)CC 4-(4-{6-Bromo-7-[(1-ethylpiperidin-4-yl)amino]-3H-imidazo[4,5-b]pyridin-2-yl}phenyl)-1-(2-methoxyethyl)piperazin-2-one